((2-Butyl-4-oxo-1,3-diazaspiro[4.4]non-1-en-3-yl)methyl)-N-(4,5-dimethyl-Isoxazol-3-yl)-2'-(ethoxymethyl)-6-fluoro-N-(methoxymethyl)-[1,1'-biphenyl]-2-sulfonamide C(CCC)C1=NC2(C(N1CC1=C(C(=C(C=C1)F)C1=C(C=CC=C1)COCC)S(=O)(=O)N(COC)C1=NOC(=C1C)C)=O)CCCC2